FC1=CC(=C(C=C1C=1C=NN(C1)C)NC=1N=C(C2=C(N1)NC=C2)NC=2C(=C1N=CC=NC1=CC2)P(C)(C)=O)OC (6-((2-((4-fluoro-2-methoxy-5-(1-methyl-1H-pyrazol-4-yl)phenyl)amino)-7H-pyrrolo[2,3-d]pyrimidin-4-yl)amino)quinoxalin-5-yl)dimethyl-phosphine oxide